4-(5-fluoro-2-(4-fluorophenoxy)pyridin-3-yl)-6-methyl-1-tosyl-1,6-dihydro-7H-pyrrolo[2,3-c]pyridin-7-one FC=1C=C(C(=NC1)OC1=CC=C(C=C1)F)C=1C2=C(C(N(C1)C)=O)N(C=C2)S(=O)(=O)C2=CC=C(C)C=C2